ClC=1C=CC2=C(N=C(S2)CC2CC(NC2)C(=O)N)C1 4-((5-chlorobenzo[d]thiazol-2-yl)methyl)pyrrolidine-2-carboxamide